5-cyano-N-[2,4-difluoro-3-[([3-methyl-1H-pyrazolo[3,4-b]pyridin-5-yl]methyl)amino]phenyl]-2-methoxypyridine-3-sulfonamide C(#N)C=1C=C(C(=NC1)OC)S(=O)(=O)NC1=C(C(=C(C=C1)F)NCC=1C=C2C(=NC1)NN=C2C)F